ClC=1C=C(C=CC1)CCN1C[C@H](CCC1)COC1=CC=C(C=C1)S(=O)(=O)C (S) or (R)-1-(3-chlorophenyl)-2-((S)-3-((4-(methylsulfonyl)phenoxy)methyl)piperidin-1-yl)ethan